oxonium tetrafluoroborate salt F[B-](F)(F)F.[OH3+]